(2R,3S,4R,5R)-5-cyano-2-((2-cyclohexylacetoxy)methyl)-4-hydroxy-5-(4-(3-isopropylureido)pyrrolo[2,1-f][1,2,4]triazin-7-yl)tetrahydrofuran-3-yl (tert-butoxycarbonyl)-L-valinate C(C)(C)(C)OC(=O)N[C@@H](C(C)C)C(=O)O[C@@H]1[C@H](O[C@]([C@@H]1O)(C1=CC=C2C(=NC=NN21)NC(=O)NC(C)C)C#N)COC(CC2CCCCC2)=O